COC1=CC=C(C=C1)C1C(OC=C1C1=CC=C(C=C1)OC)=O 3,4-bis(4-methoxy-phenyl)furan-2-one